CN1C(C2(CCN(CC2)C(=O)OC(C)(C)C)C2=C3C(=NC=C21)N(C=C3)S(=O)(=O)C3=CC=CC=C3)=O tert-Butyl 6-methyl-7-oxo-3-(phenylsulfonyl)-6,7-dihydro-3H-spiro[dipyrrolo[2,3-b:3',2'-d]pyridine-8,4'-piperidine]-1'-carboxylate